ClC=1C=C(C(=NC1)OC)S(=O)(=O)NC=1C(=C(C(=CC1)F)C1=CC=C2C(=NNC2=C1F)C(=O)NC1C(CCCC1)O)F 6-[3-(5-Chloro-2-methoxypyridine-3-sulfonamido)-2,6-difluorophenyl]-7-fluoro-N-(2-hydroxycyclohexyl)-1H-indazole-3-carboxamide